FC=1C=NC=CC1C1=CC2=C(N=CN=C2)N1 6-(3-fluoropyridin-4-yl)-7H-pyrrolo[2,3-d]pyrimidin